O=C1C=C(C(=NN1CC(=O)OCC)OS(=O)(=O)C(F)(F)F)OC1=CC=CC=C1 ethyl 2-(6-oxo-4-phenoxy-3-(((trifluoromethyl)sulfonyl)oxy)pyridazin-1(6H)-yl)acetate